CC1=C(C=NC(=C1)C(F)(F)F)N1CCC(CC1)=O 1-(4-methyl-6-(trifluoromethyl)pyridin-3-yl)piperidin-4-one